5-(5-(3,5-dimethylisoxazol-4-yl)-1-(tetrahydro-2H-pyran-4-yl)-1H-pyrrolo[2,3-b]pyridin-3-yl)-4,6-diethoxypicolinic acid CC1=NOC(=C1C=1C=C2C(=NC1)N(C=C2C=2C(=CC(=NC2OCC)C(=O)O)OCC)C2CCOCC2)C